C(N1N=C(C(=C1)N)O[C@H]1[C@@H](OC1)C)([2H])([2H])[2H] 1-(methyl-d3)-3-(((2s,3r)-2-methyloxetan-3-yl)oxy)-1H-pyrazol-4-amine